Cerium-Dioxid [O-2].[O-2].[Ce+4]